(3S,4S)-1-cyclopropylmethyl-4-{[5-(2,4-difluoro-phenyl)-isoxazole-3-carbonyl]-amino}-piperidine-3-carboxylic acid (1-phenyl-cyclobutyl)-amide C1(=CC=CC=C1)C1(CCC1)NC(=O)[C@H]1CN(CC[C@@H]1NC(=O)C1=NOC(=C1)C1=C(C=C(C=C1)F)F)CC1CC1